COC(C=1C=CC(=C(C(=O)OC)C1)N(S(=O)(=O)C)C)OC Methyl 5-(dimethoxymethyl)-2-(N-methylmethylsulfonamido)benzoate